3-iodooxetane IC1COC1